(Z)-6-[(Z)-benzylidene]-3-[5-(tert-butyl)-1H-imidazol-4-ylidene]-5-oxo-3,4,5,6-tetrahydropyrazin-2-yl [2-(dimethylamino)-2-oxoethyl] carbonate C(OC/1=N\C(\C(N\C1=C\1/N=CNC1C(C)(C)C)=O)=C/C1=CC=CC=C1)(OCC(=O)N(C)C)=O